2-Acetyl-6-meth-oxynaphthalin C(C)(=O)C1=CC2=CC=C(C=C2C=C1)OC